Pentaerythritol Tetrakis(3-(3,5-di-tert-butyl-4-hydroxyphenyl)-propionat) C(C)(C)(C)C=1C=C(C=C(C1O)C(C)(C)C)CCC(=O)OCC(COC(CCC1=CC(=C(C(=C1)C(C)(C)C)O)C(C)(C)C)=O)(COC(CCC1=CC(=C(C(=C1)C(C)(C)C)O)C(C)(C)C)=O)COC(CCC1=CC(=C(C(=C1)C(C)(C)C)O)C(C)(C)C)=O